butyl 2-(4-amino-6-bromo-9H-pyrimido[4,5-b]indol-9-yl)acetate NC1=NC=NC=2N(C3=CC=C(C=C3C21)Br)CC(=O)OCCCC